BrC=1C=C2C(=NC1)N(C=C2)C(=O)OC(C)(C)C tert-butyl 5-bromo-1H-pyrrolo[2,3-b]pyridine-1-carboxylate